N,N,N',N'-tetrakis(2-pyridinylmethyl)1,2-ethanediamine N1=C(C=CC=C1)CN(CCN(CC1=NC=CC=C1)CC1=NC=CC=C1)CC1=NC=CC=C1